ClC1=C(C(=NC(=C1)Cl)C)C(=O)Cl 4,6-dichloro-2-methylpyridine-3-carbonyl chloride